[Ir+3].FC=1C(=C(C=C(C1)F)C1=C(C(=NC=C1)C(=O)O)C1=C(C(=CC(=C1)F)F)C1=NC=CC=C1)C1=NC=CC=C1 (bis[3,5-difluoro-2-(2-pyridinyl)phenyl])(picolinic acid) iridium (III)